FC1(CCN(CC1)C1=NC(=CC2=C1N=NC(=C2)OC)N)F 8-(4,4-difluoropiperidin-1-yl)-3-methoxypyrido[3,4-c]pyridazin-6-amine